BrC=1C(=NC=CC1)CC#N 3-bromo-picolinecarbonitrile